5-Cyano-3-methyl-N-(3-(3-(trifluoromethyl)phenyl)-1H-indazol-5-yl)picolinamide C(#N)C=1C=C(C(=NC1)C(=O)NC=1C=C2C(=NNC2=CC1)C1=CC(=CC=C1)C(F)(F)F)C